1-((2-aminoethyl)amino)-3-(dodecylamino)-propan-2-ol NCCNCC(CNCCCCCCCCCCCC)O